FC1=C(C(=O)O)C=CC=C1OC(C)=O fluoro-m-acetoxybenzoic acid